OCC(C(=O)N(C1=CC=CC=C1)C1=CC=C(C=C1)O)CCC=C 2-(hydroxymethyl)-N-(4-hydroxyphenyl)-N-phenylhex-5-enamide